C(C)(=O)OCCCCCCCCCC1=C(NC2=CC=C(C=C12)Cl)C(=O)OCC ethyl 3-(9-acetoxynonyl)-5-chloro-1H-indole-2-carboxylate